CON(C(=O)C1CC(C1)NC([O-])=O)C ((1r,3r)-3-(methoxy(methyl)carbamoyl)cyclobutyl)carbamate